ClCC1=NC(=NN1CC1=CC=C(C=C1)OC)C1=C(C=CC=C1)OC 5-(chloromethyl)-3-(2-methoxyphenyl)-1-[(4-methoxyphenyl)methyl]-1H-1,2,4-triazole